1,5,10-triazadecaan NCCCNCCCCN